6-[6-[1-(1-benzyloxycarbonyl-azetidin-3-yl)-6-oxo-3-pyridinyl]-7-(4-fluoro-2-methoxy-phenyl)thieno[3,2-c]pyridin-4-yl]-3,4-dihydro-1H-isoquinoline-2-carboxylic acid tert-butyl ester C(C)(C)(C)OC(=O)N1CC2=CC=C(C=C2CC1)C1=NC(=C(C2=C1C=CS2)C2=C(C=C(C=C2)F)OC)C2=CN(C(C=C2)=O)C2CN(C2)C(=O)OCC2=CC=CC=C2